C(CC)OP(=O)(O)O.C(CCCCCCC\C=C/CCCCCCCC)(=O)N oleamide propyl-phosphate